(E)-3-(Benzylthio)-1-phenyl-3-(trimethylsilyl)prop-2-en-1-one C(C1=CC=CC=C1)S/C(=C/C(=O)C1=CC=CC=C1)/[Si](C)(C)C